O=C1N(CC2=CC(=CC=C12)C1=CC=C(C=C1)CN1CCNCC1)C1C(NC(CC1)=O)=O 3-(1-oxo-5-(4-(piperazin-1-ylmethyl)phenyl)isoindolin-2-yl)piperidine-2,6-dione